OC1=C(C=C(C=C1C(C)(C)CC)C(C)(C)CC)C(C)C1=C(C(=CC(=C1)C(C)(C)CC)C(C)(C)CC)C(C(=O)O)=C.C(C=C)(=O)O.C1(=CC=CC=C1)O.C1(=CC=CC=C1)O bisphenol monoacrylate (2-[1-(2-hydroxy-3,5-di-tert-pentylphenyl)ethyl]-4,6-di-tert-pentylphenyl-acrylate)